CC(C)OC=1C=NC(=NC1)N1CC[C@@H]2CN(CC[C@@H]21)C2=C(C(N(C1=CC=C(N=C21)Cl)C)=O)C#N 4-[(3aR,7aS)-1-[5-(propan-2-yloxy)pyrimidin-2-yl]-octahydro-1H-pyrrolo[3,2-c]pyridin-5-yl]-6-chloro-1-methyl-2-oxo-1,2-dihydro-1,5-naphthyridine-3-carbonitrile